8-hydroxy-N,N-dimethyl-5,6,7,8-tetrahydropyrazolo[4,3-c]azepine-2(4H)-carboxamide OC1C=2C(CNCC1)=CN(N2)C(=O)N(C)C